CC1C(C(CC(=C1)C)C)O 2,4,6-trimethyl-3-cyclohexen-1-ol